OC1CC(C1)(C#N)C1=CC=C(C=C1)OC(F)(F)F E-3-hydroxy-1-[4-(trifluoromethoxy)phenyl]cyclobutanecarbonitrile